azobis(1-acetoxy-1-phenylethane) N(=NC(C)(OC(C)=O)C1=CC=CC=C1)C(C)(C1=CC=CC=C1)OC(C)=O